C(OC1=CC=C2C3=C1O[C@@H]1[C@]34CCN(C([C@@]4(CCC1=C)O)C2)CC2CC2)(OCCCCCCCCCCCCCCCCCC)=O (4aS,7aS,12bS)-3-(cyclopropylmethyl)-4a-hydroxy-7-methylene-2,3,4,4a,5,6,7,7a-octahydro-1H-4,12-methanobenzofuro[3,2-e]isoquinolin-9-yl octadecyl carbonate